NC1=C2C(=NC=N1)N(N=C2C2=CC=C(C=C2)OC2=CC=CC=C2)C2CCN(CC2)C2CN(CC2)C2CN(C2)C2CCN(CC2)C=2C=C1C(N(C(C1=CC2)=O)C2C(NC(CC2)=O)=O)=O 5-[4-[3-[3-[4-[4-amino-3-(4-phenoxyphenyl)pyrazolo[3,4-d]pyrimidin-1-yl]-1-piperidyl]pyrrolidin-1-yl]azetidin-1-yl]-1-piperidyl]-2-(2,6-dioxo-3-piperidyl)isoindoline-1,3-dione